ethyl N-[2-chloro-3-[(1-methyltetrazol-5-yl)carbamoyl]-6-(trifluoromethoxy)phenyl]carbamate ClC1=C(C(=CC=C1C(NC1=NN=NN1C)=O)OC(F)(F)F)NC(OCC)=O